CN1C(=NC2=C1C=C(C=C2)CC(=O)N)NC=2SC1=C(N2)C=CC(=C1)OC(F)(F)F 2-[1-Methyl-2-(6-trifluoromethoxy-benzothiazol-2-ylamino)-1H-benzoimidazol-6-yl]-acetamide